C(C)(C)(C)OC(=O)N1C[C@H](OC[C@@](C1)(CC=C)O)C(=O)O |o1:12| (2S,6S*)-4-[(tert-butoxy)carbonyl]-6-hydroxy-6-(prop-2-en-1-yl)-1,4-oxazepane-2-carboxylic acid